C1(CC1)NC1=NC=CC=C1C=1N=C(C2=C(N1)CCN(C2)C#N)NCC2=CC=C(C=C2)C=2N(C=C(N2)C(F)(F)F)C(C)C 2-(2-(cyclopropylamino)pyridin-3-yl)-4-((4-(1-isopropyl-4-(trifluoromethyl)-1H-imidazol-2-yl)benzyl)amino)-7,8-dihydropyrido[4,3-d]pyrimidine-6(5H)-carbonitrile